3-(trichloromethyl)oxaaziridine-2-carboxylic acid benzyl ester C(C1=CC=CC=C1)OC(=O)N1OC1C(Cl)(Cl)Cl